1-((4AR,6R,7aS)-2-(4-chlorobenzyloxy)-2-oxo-4H-furo[3,2-d][1,3,2]dioxaphosphorin-6-yl)-5-fluoropyrimidine-2,4(1H,3H)-dione ClC1=CC=C(COP2(OCC3=C(O2)C=C(O3)N3C(NC(C(=C3)F)=O)=O)=O)C=C1